chloroimidazo[1,5-a]pyridine-7-carbaldehyde ClC=1N=CN2C1C=C(C=C2)C=O